(stearamide) 3-chloroacrylate ClC=CC(=O)O.C(CCCCCCCCCCCCCCCCC)(=O)N